p-cyanomethylbenzene C(#N)CC1=CC=CC=C1